(S)-(4-Nitro-3-((oxetan-2-ylmethyl)amino)phenyl)carbamic acid [N+](=O)([O-])C1=C(C=C(C=C1)NC(O)=O)NC[C@H]1OCC1